FC(C=1C=NC(=NC1)N1CC2N(C(C1)C2)C(=O)OC2CC1(CN(C1)CC1=CC=CC=C1)C2)(F)F 2-benzyl-2-azaspiro[3.3]heptan-6-yl 3-[5-(trifluoromethyl)pyrimidin-2-yl]-3,6-diazabicyclo[3.1.1]heptane-6-carboxylate